N-((2R)-2-(4-(3,8-diazabicyclo[3.2.1]octan-3-yl)-2,5-difluorophenyl)propyl)-1-ethyl-1H-pyrrolo[2,3-b]pyridine-5-carboxamide C12CN(CC(CC1)N2)C2=CC(=C(C=C2F)[C@H](CNC(=O)C=2C=C1C(=NC2)N(C=C1)CC)C)F